[Cl].[F].FC(F)F trifluoromethane fluorine chlorine